Tert-butyl 2-(4-((3-(1-(2,6-dioxopiperidin-3-yl)-3-methyl-2-oxo-2,3-dihydro-1H-Benzo[d]imidazol-4-yl)prop-2-yn-1-yl)oxy)piperidin-1-yl)acetate O=C1NC(CCC1N1C(N(C2=C1C=CC=C2C#CCOC2CCN(CC2)CC(=O)OC(C)(C)C)C)=O)=O